3-[2-hydroxy-1-(1-methylethyl)-2-nitrosohydrazinyl]-1-propanamine ON(N(C(C)C)CCCN)N=O